4-(1,5-dimethyl-3-phenyl-1H-pyrazol-4-yl)-7-(1-methyl-1H-pyrazol-4-yl)quinazoline CN1N=C(C(=C1C)C1=NC=NC2=CC(=CC=C12)C=1C=NN(C1)C)C1=CC=CC=C1